2-((6-(cyclopropanecarboxamido)pyrimidin-4-yl)amino)-5-methoxybenzamide C1(CC1)C(=O)NC1=CC(=NC=N1)NC1=C(C(=O)N)C=C(C=C1)OC